N1(N=NC=C1)C1=C(C#N)C=CC=C1 2-(1H-1,2,3-triazol-1-yl)benzonitrile